C(C)C=1C=CC(=C(C1)S(=O)(=O)NC1=NOC2=C1C(=CC(=C2)CN2N=CC=1CN(CCC12)C(C#C)=O)OC)OC 5-ethyl-2-methoxy-N-(4-methoxy-6-((5-propioloyl-4,5,6,7-tetrahydro-1H-pyrazolo[4,3-c]pyridin-1-yl)methyl)benzo[d]isoxazol-3-yl)benzenesulfonamide